C1(=CC=C(C=C1)/C=C/C(=O)N(C1CSCC1)C1=NNC=C1)C (E)-3-(p-tolyl)-N-(1H-pyrazol-3-yl)-N-tetrahydrothiophen-3-yl-prop-2-enamide